Cl.FC1(CN(CC1)C=1C=C(C=CC1)C[C@H](C(=O)O)[C@@H]1CNCC1)F (2S)-3-[3-(3,3-Difluoropyrrolidin-1-yl)phenyl]-2-[(3R)-pyrrolidin-3-yl]propanoic acid hydrochloride